(R)-N-((5-ethoxypyridin-2-yl)methyl)-1-(pyrimidin-2-yl)ethan-1-amine C(C)OC=1C=CC(=NC1)CN[C@H](C)C1=NC=CC=N1